C(C)(C)OC(C)C diisopropylether